tert-butyl 6-((2-(2,6-dioxopiperidin-3-yl)-1-oxoisoindolin-5-yl)oxy)hexanoate O=C1NC(CCC1N1C(C2=CC=C(C=C2C1)OCCCCCC(=O)OC(C)(C)C)=O)=O